CN(CCCNC(=O)C1=CC=2N=CN=C(C2N1C)NC1=C(C=C(C=C1)F)OC(C)C)C N-[3-(dimethylamino)propyl]-4-{[4-fluoro-2-(prop-2-yloxy)phenyl]amino}-5-methyl-5H-pyrrolo[3,2-d]pyrimidine-6-carboxamide